hexane-1,2,3,4,5-pentayl pentaacetate C(C)(=O)OCC(C(C(C(C)OC(C)=O)OC(C)=O)OC(C)=O)OC(C)=O